(2R)-N-[(1S)-1-cyano-2-(4'-cyanobiphenyl-4-yl)ethyl]-1,4-oxaazepan-2-carboxamide C(#N)[C@H](CC1=CC=C(C=C1)C1=CC=C(C=C1)C#N)NC(=O)[C@@H]1OCCCNC1